6-[8-(difluoromethyl)-2-methyl-imidazo[1,2-b]pyridazin-6-yl]-4-fluoro-2-[1-(2-methoxyethyl)-4-piperidinyl]benzotriazole FC(C=1C=2N(N=C(C1)C=1C=C(C=3C(=NN(N3)C3CCN(CC3)CCOC)C1)F)C=C(N2)C)F